Cl.FC1=C(C=CC=C1)C1=CC(=CN1S(=O)(=O)C1=CC(=CC=C1)C=1C=NC=C(C1)F)CNC 1-(5-(2-fluorophenyl)-1-((3-(5-fluoropyridin-3-yl)phenyl)sulfonyl)-1H-pyrrol-3-yl)-N-methyl-methylamine hydrochloride